CS(=O)(=O)C1=CC=C(C=N1)N(C(OC(C)(C)C)=O)CC#C tert-butyl (6-(methylsulfonyl)pyridin-3-yl)(prop-2-yn-1-yl)carbamate